3-(aminomethyl)-1-benzylpyrrolidin-3-ol NCC1(CN(CC1)CC1=CC=CC=C1)O